C(Cl)(Cl)(Cl)Cl.COC(C1=C(C=CC(=C1)CBr)F)=O 5-bromomethyl-2-fluorobenzoic acid methyl ester Carbon tetrachloride